(4-(cyclobutylmethyl)-4H-pyrrolo[2,3-d]thiazol-5-yl)methanol C1(CCC1)CN1C(=CC2=C1N=CS2)CO